methyl 4-[5-[(3R)-3-amino-5-[(4-chlorophenyl)methyl]-1,1,4-trioxo-2,3-dihydro-1λ6,5-benzothiazepin-7-yl]-1,3,4-oxadiazol-2-yl]-4-cyano-piperidine-1-carboxylate N[C@H]1CS(C2=C(N(C1=O)CC1=CC=C(C=C1)Cl)C=C(C=C2)C2=NN=C(O2)C2(CCN(CC2)C(=O)OC)C#N)(=O)=O